8-cyclohexyl-2-((2,5-dimethylbenzo[d]thiazol-6-yl)amino)-5-methyl-5,8-dihydropteridin C1(CCCCC1)N1C=CN(C=2C=NC(=NC12)NC1=CC2=C(N=C(S2)C)C=C1C)C